methyl 6-bromo-1-methyl-indazole-5-carboxylate BrC1=C(C=C2C=NN(C2=C1)C)C(=O)OC